C(C)(C)(C)NS(=O)(=O)C=1C=C(C=CC1)NC(C1=C(C=C(C=C1)NS(=O)(=O)C(C)(C)C)N1CC[Si](CC1)(C)C)=O N-(3-(N-(tert-butyl)sulfamoyl)phenyl)-2-(4,4-dimethyl-1,4-azasilinan-1-yl)-4-((1,1-dimethylethyl)sulfonamido)benzamide